COOP(O)=O phosphonic acid mono-methoxy ester